FC(C1=CC=C(C=C1)C1=NN(C=2C1=NC=CC2)C2CN(C2)C(=O)C(C#N)=CC=C)(F)F 2-(3-(3-(4-(trifluoromethyl)phenyl)-1H-pyrazolo[4,3-b]pyridin-1-yl)azetidine-1-carbonyl)pentadienenitrile